ClC1=CC(=CC(=N1)N1CCN(CC1)S(=O)(=O)C=1C=C2CCN(C2=CC1)C=O)C(F)(F)F [5-[4-[6-chloro-4-(trifluoromethyl)-2-pyridyl]piperazin-1-yl]sulfonylindolin-1-yl]methanone